COC(=O)C1CN(CCC1)C1=NC=NC2=CC=C(C=C12)C 1-(6-methylquinazolin-4-yl)piperidine-3-carboxylic acid methyl ester